C(C)(CCCC)[Sn](N(C)C)(N(C)C)N(C)C secondary hexyltris(dimethylamino)tin